OC1(CNC1)C(C)C 3-hydroxy-3-isopropylazetidin